ClC1=C(C=C(C=C1)SCCCN(C([C@H]([C@H]([C@@H]([C@H](CO)O)O)O)O)=O)CCNC(OCC)=O)COC1(CC1)C=1C=NC=CC1C1=C(C=CC=C1)OC1CC1 ethyl N-{2-[(2S,3S,4R,5S)-N-(3-{[4-chloro-3-({1-[4-(2-cyclopropoxyphenyl)pyridin-3-yl]cyclopropoxy} methyl)phenyl]sulfanyl}propyl)-2,3,4,5,6-pentahydroxyhexanamido]ethyl}carbamate